3-Benzyl 8-(tert-butyl) (1R,2S,5S)-2-formyl-3,8-diazabicyclo[3.2.1]octane-3,8-dicarboxylate C(=O)[C@@H]1[C@H]2CC[C@@H](CN1C(=O)OCC1=CC=CC=C1)N2C(=O)OC(C)(C)C